FC(C(=O)O)(F)F.CN(CCC)C N,N-dimethyl-3-aminopropane trifluoroacetate